4-(5-methylhexahydropyrrolo[3,4-c]pyrrol-2(1H)-yl)aniline CN1CC2C(C1)CN(C2)C2=CC=C(N)C=C2